C(C)(C)(C)C1=NC(=NO1)C(=O)NCC1(CCN(CC1)C=1C=2N(C=C(N1)C=1C=NN(C1)C)N=CC2)F 5-(tert-butyl)-N-((4-fluoro-1-(6-(1-methyl-1H-pyrazol-4-yl)pyrazolo[1,5-a]pyrazin-4-yl)piperidin-4-yl)methyl)-1,2,4-oxadiazole-3-carboxamide